bromo(trichloro)methane BrC(Cl)(Cl)Cl